(S)-(3-(5-(5-(2,3-Dihydro-1H-inden-4-yl)-6-methoxy-1H-pyrazolo[4,3-b]pyridin-3-yl)pyridin-2-yl)azetidin-1-yl)(1-methylpiperidin-2-yl)methanone C1CCC2=C(C=CC=C12)C1=C(C=C2C(=N1)C(=NN2)C=2C=CC(=NC2)C2CN(C2)C(=O)[C@H]2N(CCCC2)C)OC